NC1=C(C=2C(=NC(=C(C2)Br)C)N1C1=C(C(=CC=C1C)O)C)C#N 2-amino-5-bromo-1-(3-hydroxy-2,6-dimethylphenyl)-6-methylpyrrolo[2,3-b]pyridine-3-carbonitrile